(7S,11S)-7,11-bis(tert-butoxycarbonyl)-2,2-dimethyl-4,9,14,30,46-pentaoxo-3,18,21,24,27,34,37,40,43,50,53,56,59-tridecaoxa-8,10,15,31,47-pentaazadohexacontan-62-oic acid C(C)(C)(C)OC(=O)[C@H](CCC(OC(C)(C)C)=O)NC(N[C@@H](CCC(NCCOCCOCCOCCOCCC(NCCOCCOCCOCCOCCC(NCCOCCOCCOCCOCCC(=O)O)=O)=O)=O)C(=O)OC(C)(C)C)=O